N1N=CC2=CC(=CC=C12)C=1C=NC=2N(C=3C=CC(=CC3OC2C1)C=1C=C2C=NNC2=CC1)CC(CN1CC2(COC2)C1)O 1-[6,12-bis-(1H-indazol-5-yl)-9-oxa-2,4-diazatricyclo[8.4.0.0^{3,8}]tetradeca-1(10),3(8),4,6,11,13-hexaen-2-yl]-3-{2-oxa-6-azaspiro[3.3]heptan-6-yl}propan-2-ol